ClC=1C=CC(=C(C1)CC(=O)O)OC 2-(5-chloro-2-methoxyphenyl)acetic acid